7-[(8aS)-hexahydropyrrolo[1,2-a]pyrazin-2(1H)-yl]-2-(2-methyl-1,3-benzoxazol-6-yl)-4H-pyrido[1,2-a]pyrimidin-4-one C1[C@H]2N(CCN1C=1C=CC=3N(C(C=C(N3)C3=CC4=C(N=C(O4)C)C=C3)=O)C1)CCC2